FC(C(=O)O)(F)F.NC1=NN2C(N=CC=C2)=C1C(=O)NC(C)C=1C=C(C=2N(C1N1C[C@@H]([C@H](C1)O)F)C=NC2)Cl 2-Amino-N-(1-(8-chloro-5-((3S,4s)-3-fluoro-4-hydroxy-pyrrolidin-1-yl)imidazo[1,5-a]pyridin-6-yl)ethyl)pyrazolo-[1,5-a]pyrimidine-3-carboxamide trifluoroacetate salt